FC1=CC=C(C=C1)NC(=O)C1(CC1)C(=O)NC1=CC=C(C=C1)OC1=CC=NC2=CC(=C(C=C12)C)C=1C=NNC1 1-N'-(4-fluorophenyl)-1-N-[4-[6-methyl-7-(1H-pyrazol-4-yl)quinolin-4-yl]oxyphenyl]cyclopropane-1,1-dicarboxamide